C(C)[SiH](OCCCOC)CCCC ethyl-butyl-methoxypropoxysilane